Cl.ClC1=C(C=CC=C1)[C@H](CC)N (S)-1-(2-chlorophenyl)propan-1-amine hydrochloride